1-(8-fluoro-7-(3-(methoxymethoxy)naphthalen-1-yl)-2-((tetrahydro-1H-pyrrolizin-7a(5H)-yl)methoxy)pyrido[4,3-d]pyrimidin-4-yl)piperidin-4-one FC1=C(N=CC2=C1N=C(N=C2N2CCC(CC2)=O)OCC21CCCN1CCC2)C2=CC(=CC1=CC=CC=C21)OCOC